C([C@@H]1[C@@H]([C@@H]([C@H]([C@@H](O1)O[C@H]([C@@H](CO)O)[C@@H]([C@H](C(=O)[O-])O)O)O)O)O)O Lactobionate